6-bromo-3-ethyl-2-hydroxy-1,2-benzoxaborole BrC1=CC2=C(C(B(O2)O)CC)C=C1